S1C=CN2C1=NC1=C2C=CC=C1 thiazolo[3,2-a]benzimidazole